N[C@@H]1C[C@@H](N(CC1)C(=O)OC(C)(C)C)C tert-butyl (2S,4S)-4-amino-2-methylpiperidine-1-carboxylate